FC(C(=O)[O-])(F)F.FC(C1=NC(=NO1)C=1C=CC(=NC1)N1CC2[NH2+]C(C1)C2)(F)F 3-(5-(5-(trifluoromethyl)-1,2,4-oxadiazol-3-yl)pyridin-2-yl)-3,6-diazabicyclo[3.1.1]heptan-6-ium trifluoroacetate